FC(S(=O)(=O)OC=1C=2C=NN(C2CC(C1)C)C)(F)F (1,6-dimethyl-6,7-dihydroindazol-4-yl) trifluoromethanesulfonate